(S)-2'-oxo-1',2',4,6-tetrahydrospiro[cyclopenta[b]thiophene-5,3'-pyrrolo[2,3-b]pyridine]-2-Formic acid O=C1[C@@]2(C=3C(=NC=CC3)N1)CC1=C(SC(=C1)C(=O)O)C2